5,6-dichloro-2-((4-chlorobenzyl)sulfinyl)benzo[d]oxazole ClC=1C(=CC2=C(N=C(O2)S(=O)CC2=CC=C(C=C2)Cl)C1)Cl